tert-butyl ((S)-((S)-3,3-difluorocyclohexyl)(5-(2-methoxyacetyl)benzo[d]oxazol-2-yl)methyl)carbamate FC1(C[C@H](CCC1)[C@@H](C=1OC2=C(N1)C=C(C=C2)C(COC)=O)NC(OC(C)(C)C)=O)F